CNCC1CCC(CC1)O 4-((methylamino)methyl)cyclohexan-1-ol